N-[2-(2-aminoethoxy)ethyl]-4-[[3-[1-(cyclobutylmethyl)-3-(trifluoromethyl)pyrazol-4-yl]imidazo[1,2-a]pyrazin-8-yl]amino]-2-ethylbenzamide formate C(=O)O.NCCOCCNC(C1=C(C=C(C=C1)NC=1C=2N(C=CN1)C(=CN2)C=2C(=NN(C2)CC2CCC2)C(F)(F)F)CC)=O